3-[(5-chloro-1H-indol-2-yl)methyl]-1-methyl-1-[1-(4-oxopyrrolidine-2-carbonyl)piperidin-3-yl]urea ClC=1C=C2C=C(NC2=CC1)CNC(N(C1CN(CCC1)C(=O)C1NCC(C1)=O)C)=O